C(C1=CC=CC=C1)N1C(N(C(C1CCC(=O)NCC1=CC=C(C(=O)NO)C=C1)=O)C1=CC=C(C=C1)Cl)=O 4-((3-(3-benzyl-1-(4-chlorophenyl)-2,5-dioxoimidazolin-4-yl)propionamido)methyl)-N-hydroxybenzamide